N-(2-(4-((1R,5S)-8-oxa-3-azabicyclo[3.2.1]octan-3-yl)piperidine-1-yl)-5-((6-((R)-3-(3-chloro-2-fluorophenyl)isoxazolidine-2-yl)pyrimidine-4-yl)amino)-4-methoxyphenyl)acrylamide [C@H]12CN(C[C@H](CC1)O2)C2CCN(CC2)C2=C(C=C(C(=C2)OC)NC2=NC=NC(=C2)N2OCC[C@@H]2C2=C(C(=CC=C2)Cl)F)NC(C=C)=O